tert-butyl 4-[4-chloro-3-[3-[(4-methoxyphenyl)methyl]-2,4-dioxo-hexahydropyrimidin-1-yl]-N-methyl-anilino]piperidine-1-carboxylate ClC1=C(C=C(N(C)C2CCN(CC2)C(=O)OC(C)(C)C)C=C1)N1C(N(C(CC1)=O)CC1=CC=C(C=C1)OC)=O